CC1=CC=C(O1)C1=NC(=NC=2N1N=CC2)N 4-(5-methylfuran-2-yl)pyrazolo[1,5-a][1,3,5]triazin-2-amine